(R)-2-((5-(2-(6-((1,3-Dimethoxypropan-2-yl)(methyl)amino)-2-methylhexan-3-yl)-2,6-diazaspiro[3.4]oct-6-yl)-1,2,4-triazin-6-yl)oxy)-N-ethyl-5-fluoro-N-isopropylbenzamide fumarate C(\C=C\C(=O)O)(=O)O.COCC(COC)N(CCC[C@H](C(C)C)N1CC2(C1)CN(CC2)C=2N=CN=NC2OC2=C(C(=O)N(C(C)C)CC)C=C(C=C2)F)C